methyl 3-(N-(4-cyano-3'-fluoro-[1,1'-biphenyl]-2-yl)sulfamoyl)-4-methoxybenzoate C(#N)C1=CC(=C(C=C1)C1=CC(=CC=C1)F)NS(=O)(=O)C=1C=C(C(=O)OC)C=CC1OC